8-Amino-7-(7-fluoro-1H-indazol-4-yl)-5-propan-2-yloxy-2,3,4,10-tetrahydro-1H-pyrido[2,3-f]quinoxalin-9-one NC1=C(C2=C(C=3NCCNC3C(=C2)OC(C)C)NC1=O)C1=C2C=NNC2=C(C=C1)F